C(CCCCCCC)C(CN1C(C2=C(N(C(C2=C1C1=NC=CC=C1)=O)CC(CCCCCCCCCC)CCCCCCCC)C1=NC=CC=C1)=O)CCCCCCCCCC 2,5-bis(2-octyldodecyl)-3,6-bis(pyridin-2-yl)-pyrrolo[3,4-c]pyrrole-1,4(2H,5H)-dione